The molecule is an N-(polyunsaturated fatty acyl)ethanolamine obtained by formal epoxidation across the 8,9-double bond of anandamide. It has a role as a human xenobiotic metabolite. It is a N-(long-chain-acyl)ethanolamine, a N-(polyunsaturated fatty acyl)ethanolamine, an endocannabinoid and an epoxide. It derives from an anandamide and an 8,9-EET. CCCCC/C=C\\C/C=C\\CC1C(O1)C/C=C\\CCCC(=O)NCCO